PHENYLPHOSPHONIC ACID ZINC SALT [Zn+2].C1(=CC=CC=C1)P([O-])([O-])=O